NC=1C(NC(N(N1)C1=CC(=C(C(=C1)Cl)OC=1C=C2C(=CC(=NC2=CC1)C1CCCC1)C)Cl)=O)=O 6-amino-2-(3,5-dichloro-4-((2-cyclopentyl-4-methylquinoline-6-yl)oxy)phenyl)-1,2,4-triazine-3,5(2H,4H)-dione